N1C(=NC2=C1C=CC=C2)C(N2C(C1=CC(=CC=C1C2)C2=CC=C(C=C2)N2CCN(CC2)C)=O)C2=C(C=CC(=C2)F)O 2-((1H-benzo[d]imidazol-2-yl)(5-fluoro-2-hydroxyphenyl)methyl)-6-(4-(4-methylpiperazin-1-yl)phenyl)isoindolin-1-one